7-{[1-(2-fluorophenyl)-1H-1,2,3-triazol-4-yl]Methyl}-5-(3-methoxypyrazin-2-yl)-7H-pyrrolo[2,3-d]Pyrimidin-4-amine FC1=C(C=CC=C1)N1N=NC(=C1)CN1C=C(C2=C1N=CN=C2N)C2=NC=CN=C2OC